BrCCCCCCOC(CCC(OCC\C=C/CC)OCC\C=C/CC)=O 4,4-bis(((Z)-hex-3-en-1-yl)oxy)butanoic acid 6-bromohexyl ester